benzo[b]phenanthrene C1=C2C=3C=C4C(=CC3C=CC2=CC=C1)C=CC=C4